2-(1-(4-(5-((3s,4s)-4-amino-3-methyl-2-oxa-8-azaspiro[4.5]decan-8-yl)-6-(hydroxymethyl)pyrazin-2-ylthio)-3-chloropyridin-2-yl)azetidin-2-yl)acetonitrile N[C@@H]1[C@@H](OCC12CCN(CC2)C=2N=CC(=NC2CO)SC2=C(C(=NC=C2)N2C(CC2)CC#N)Cl)C